P(O)(=O)(OP(=O)(O)OP(=O)(O)O)OC[C@@H]1[C@H]([C@H]([C@@H](O1)N1C=NC=2C(=O)NC(N)=NC12)O)OC(NCCN)=O 3'-O-(2-aminoethyl-carbamoyl)-guanosine-5'-triphosphate